6-amino-7-(3-fluoro-5-methoxy-2,6-dimethyl-phenyl)-2-methyl-pyrrolo[2,3-d]pyrimidine-5-carboxamide NC1=C(C2=C(N=C(N=C2)C)N1C1=C(C(=CC(=C1C)OC)F)C)C(=O)N